tert-Butyl 2-chloro-4-(methylamino)-7,8-dihydro-5H-pyrido[4,3-d]pyrimidine-6-carboxylate ClC=1N=C(C2=C(N1)CCN(C2)C(=O)OC(C)(C)C)NC